C1(CCCC1)N1C(=CC2=C1N=C(N=C2)NC2=NC=C(C=C2)C(=O)N2CCN(CC2)C(C)C)C(=O)O 7-cyclopentyl-2-[5-(4-isopropyl-piperazine-1-carbonyl)-pyridin-2-ylamino]-7H-pyrrolo[2,3-d]pyrimidine-6-carboxylic acid